6-hydroxyphenanthrene OC=1C=C2C=3C=CC=CC3C=CC2=CC1